2-((2-methylpiperidin-4-yl)methyl)isoindoline-1,3-dione trifluoroacetate FC(C(=O)O)(F)F.CC1NCCC(C1)CN1C(C2=CC=CC=C2C1=O)=O